nickel-iron-cobalt [Co].[Fe].[Ni]